(4-oxocyclohexan-1,1-diyl)bis(methylene)bis(4-methylbenzenesulfonate) O=C1CCC(CC1)(CC1=C(C=CC(=C1)C)S(=O)(=O)[O-])CC1=C(C=CC(=C1)C)S(=O)(=O)[O-]